3-(5-bromo-4-methyl-thiophen-2-yl)-5-(3,4,5-trichlorophenyl)-5-trifluoromethyl-4,5-dihydro-isoxazole BrC1=C(C=C(S1)C1=NOC(C1)(C(F)(F)F)C1=CC(=C(C(=C1)Cl)Cl)Cl)C